C(C)(=O)C1=CC(=CN2N1C=C(N(C2=O)C)N2CC1=CC=CC=C1C2)C 6-Acetyl-3-(isoindolin-2-yl)-2,8-dimethylpyridazino[1,2-a][1,2,4]triazin-1(2H)-one